N1C=C(C=2C1=NC=CC2)CCC(=O)O 3-(1H-pyrrolo[2,3-b]pyridin-3-yl)propionic acid